Cl(=O)[O-].[Mg+2].[Fe+2].Cl(=O)[O-].Cl(=O)[O-].Cl(=O)[O-] iron-magnesium chlorite